FC(C=1SC2=C(N1)C=CC(=C2)C(=O)O)(F)F 2-trifluoromethylbenzothiazole-6-carboxylic acid